C[C@H]1CN(S(NC1)(=O)=O)C=1C=C2C=CN=CC2=CC1 6-((4R)-4-Methyl-1,1-dioxo-1,2,6-thiadiazinan-2-yl)isoquinoline